rac-(1S,2R,4S)-4-amino-2-methylcyclohexan-1-ol N[C@@H]1C[C@H]([C@H](CC1)O)C |r|